(R)-6-fluoro-1-(4-hydroxy-2-methylphenyl)-4-oxo-7-(2-((pyridin-2-yloxy)methyl)pyrrolidin-1-yl)-1,4-dihydroquinoline-3-carboxylic acid FC=1C=C2C(C(=CN(C2=CC1N1[C@H](CCC1)COC1=NC=CC=C1)C1=C(C=C(C=C1)O)C)C(=O)O)=O